FC1=COC2=CC=C(C=C2C1=O)F 3,6-difluorochromone